1-[5-(2,3-Dichlorophenyl)-1H-imidazo[4,5-b]pyrazin-2-yl]-4-methylpiperidin-4-amine ClC1=C(C=CC=C1Cl)C=1N=C2C(=NC1)NC(=N2)N2CCC(CC2)(N)C